FC(C1=NC(=NO1)C1=CC=C(C=C1)CNC(CC)=O)(F)F N-[[4-[5-(trifluoromethyl)-1,2,4-oxadiazol-3-yl]phenyl]-methyl]propanamide